C=1C=CC(N2C=CC=CC12)=O 4H-quinolizin-4-one